acryloyloxydecyl-triiodosilane C(C=C)(=O)OCCCCCCCCCC[Si](I)(I)I